tert-Butyl 1-(3-(3-bromo-2-methylbenzamido)-5-cyano-4-hydroxybenzyl)piperidine-4-carboxylate BrC=1C(=C(C(=O)NC=2C=C(CN3CCC(CC3)C(=O)OC(C)(C)C)C=C(C2O)C#N)C=CC1)C